1-(4-(5-(2-fluorophenyl)-4,5-dihydro-1H-pyrazole-1-carbonyl)piperidin-1-yl)ethanone FC1=C(C=CC=C1)C1CC=NN1C(=O)C1CCN(CC1)C(C)=O